6-Chloro-3-[(1R)-1-[3,6-dimethyl-2-(1-methylindazol-3-yl)-4-oxo-chromen-8-yl]ethoxy]pyridine-2-carboxamide ClC1=CC=C(C(=N1)C(=O)N)O[C@H](C)C=1C=C(C=C2C(C(=C(OC12)C1=NN(C2=CC=CC=C12)C)C)=O)C